ClCC=1C=CC2=C(N(C=N2)COCC[Si](C)(C)C)C1 6-(chloromethyl)-1-[[2-(trimethylsilyl)ethoxy]methyl]-1,3-benzodiazole